CC1=CC=C(C=C1)S(=O)(=O)OC[C@@H](COCCCCCCCCCCCCCCCCCC)OC=1C=NC=C(C1)C#N (R)-2-((5-cyanopyridin-3-yl)oxy)-3-(octadecyloxy)propyl 4-methylbenzenesulfonate